C(C)OC1=NC(=CC2=CC=CC=C12)C(=O)O 1-ethoxyisoquinoline-3-carboxylic acid